N-hydroxy-N-nitrosoaniline ammonium salt [NH4+].ON(C1=CC=CC=C1)N=O